C(C)(C)NC1=NC=C(C=C1)C=1SC(=NN1)N1CCNCC1 isopropylamino-5-(5-(piperazin-1-yl)-1,3,4-thiadiazol-2-yl)pyridin